(S)-2-((3,3-dimethyl-1-oxoisoindolin-5-yl)amino)-4-((1-(4-fluorophenyl)-2-hydroxyethyl)amino)pyrimidine-5-carboxamide CC1(NC(C2=CC=C(C=C12)NC1=NC=C(C(=N1)N[C@H](CO)C1=CC=C(C=C1)F)C(=O)N)=O)C